C(C)(=O)N[C@H](C(=O)N(CC=1SC=CC1)CC=1SC=CC1)CCCC (2S)-2-acetylamino-N,N-bis(2-thienylmethyl)hexanamide